FC=1C(=C(C=C(C1)F)[C@@H]1C2=C(NC(=C1C(=O)OC)C)COC2=O)C(C)C methyl (S)-4-(3,5-difluoro-2-isopropylphenyl)-2-methyl-5-oxo-1,4,5,7-tetrahydrofuro[3,4-b]pyridine-3-carboxylate